4-(1-adamantylamino)-3-cyano-benzoic acid C12(CC3CC(CC(C1)C3)C2)NC2=C(C=C(C(=O)O)C=C2)C#N